ClC1=CC2=C(N=N1)N(CC2)[C@@H]2[C@@H]1CC[C@H](CC2)N1C(=O)OC(C)(C)C |o1:10,11,14| tert-Butyl (1S*,2S*,5S*)-2-(3-chloro-5,6-dihydro-7H-pyrrolo[2,3-c]pyridazin-7-yl)-8-azabicyclo[3.2.1]octane-8-carboxylate